FC(C1=C(C=CC(=C1)C1=CC=C(C=C1)O)O)F 2-difluoromethyl-4,4'-biphenol